(trans)-6-bromodecan-5-ol BrC(C(CCCC)O)CCCC